CN(C)CC1OCCN(C1)C1=C(CCN2C=CC3=CC=CC(=C23)C)C=CC=C1 N-(2-(2-((dimethylamino)methyl)morpholino)phenethyl)-7-methyl-1H-indole